C(=O)(OC(C)(C)C)NCCC(C(=O)O)C1=CC(=CC=C1)OC 4-((Boc)amino)-2-(3-methoxyphenyl)butanoic acid